ClC=1C(=C(CNC2=NS(C3=C(N2)C(=C(C=C3)F)[C@@H](C)C3=C(C=CC=C3)F)(=O)=O)C=CC1)F (S)-3-((3-chloro-2-fluorobenzyl)amino)-6-fluoro-5-(1-(2-fluorophenyl)ethyl)-4H-benzo[e][1,2,4]thiadiazine 1,1-dioxide